NC1=C2C(=NC=N1)N(N=C2C2=CC=C(C=C2)CNC(C2=C(C=CC=C2)OC)=O)C2CC=CC2 N-[[4-(4-amino-1-cyclopent-3-en-1-yl-pyrazolo[3,4-D]pyrimidin-3-yl)phenyl]methyl]-2-methoxy-benzamide